ClC1=C2C=NN(C2=C(C=C1)C(=O)NC1CC2(CCC2)C1)CC1=CC=C(C=C1)C1=CC(=NC=C1)OCC (Sa)-6-(4-Chloro-1-(4-(2-ethoxypyridin-4-yl)benzyl)-1H-indazol-7-carboxamido)spiro-[3.3]heptan